C(C)(C)(C)NC(=O)C1=CN(C2=NC(=C(C=C2C1=O)F)N(C)C)C1=C(C=C(C=C1F)F)F N-tert-butyl-7-(dimethylamino)-6-fluoro-4-oxo-1-(2,4,6-trifluorophenyl)-1,4-dihydro-1,8-naphthyridine-3-carboxamide